2-(azepan-1-yl)-4-((4-(4-hydroxypiperidin-1-yl)phenyl)amino)pyrimido[4,5-d]pyridazin-5(6H)-one N1(CCCCCC1)C=1N=C(C2=C(C=NNC2=O)N1)NC1=CC=C(C=C1)N1CCC(CC1)O